CC=1N=C2N(C(NC=3C=CC=C(C23)F)=O)C1 2-methyl-10-fluoroimidazo[1,2-c]quinazolin-5(6H)-one